FC1=C(C2=C([C@@H](CCO2)N2C[C@H](NCC2)C2=C(C=CC=C2)OC(C)C)C=C1)F (3R)-1-[(4R)-7,8-difluoro-3,4-dihydro-2H-1-benzopyran-4-yl]-3-(2-isopropoxyphenyl)piperazine